5-(methoxycarbonyl)thiophene-3-carboxylic acid COC(=O)C1=CC(=CS1)C(=O)O